OC1=CC=C2C=CC(OC2=C1C1=NN(C(C1)C1=CC(=CC=C1)OC)C1=CC=CC=C1)=O 7-Hydroxy-8-(5-(3-methoxyphenyl)-1-phenyl-4,5-dihydro-1H-pyrazol-3-yl)-2H-chromen-2-one